(4-(4-(azetidin-3-ylamino)-2-chlorobenzoyl)piperazin-1-yl)(cyclobutyl)methanone hydrochloride Cl.N1CC(C1)NC1=CC(=C(C(=O)N2CCN(CC2)C(=O)C2CCC2)C=C1)Cl